S(=O)(=O)([O-])OOS(=O)(=O)[O-].C(CCC)[N+](CCCC)(CCCC)CCCC.C(CCC)[N+](CCCC)(CCCC)CCCC bis(tetrabutylammonium) peroxydisulfate